NC1=NC(=NC=C1C#N)C=1C(=NC=NC1OC)C1CC1 4-amino-2-(4-cyclopropyl-6-methoxypyrimidin-5-yl)pyrimidine-5-carbonitrile